ClC1=CC=C(C=C1)C=1NC(=CC1C#N)C(F)(F)F 2-(4-chlorophenyl)-5-trifluoromethylpyrrole-3-nitrile